C(#N)C=1C(=C(C=CC1)NC1=C(C#N)C=CC(=N1)C1CC1)C 2-((3-cyano-2-methylphenyl)amino)-6-cyclopropyl-nicotinonitrile